Br.S(O)(O)(=O)=O sulphuric acid, hydrobromide